2-methyl-5-(1H-tetrazole-5-yl)aniline CC1=C(N)C=C(C=C1)C1=NN=NN1